N-[4-[(6,7-dimethoxy-1,5-naphthyridin-4-yl)oxy]-3-fluorophenyl]-5-(5-fluoropyridin-2-yl)-4-hydroxy-2-methylpyridine-3-carboxamide COC=1N=C2C(=CC=NC2=CC1OC)OC1=C(C=C(C=C1)NC(=O)C=1C(=NC=C(C1O)C1=NC=C(C=C1)F)C)F